5-(3-hydroxyphenyl)-5,6-dihydropyrido[2,3-d]pyrimidine-4,7(3h,8h)-dione OC=1C=C(C=CC1)C1CC(NC=2N=CNC(C21)=O)=O